4-(2-(2-ethynylazetidin-1-yl)-6,7-dihydro-5H-cyclopenta[d]pyrimidin-4-yl)benzamide C(#C)C1N(CC1)C=1N=C(C2=C(N1)CCC2)C2=CC=C(C(=O)N)C=C2